2-[6-[(2S)-2-allyl-pyrrolidin-1-yl]-5-bromo-3-nitro-2-pyridinyl]-5-[1-benzyloxy-1-(trifluoromethyl)pent-4-enyl]-1,3,4-oxadiazole C(C=C)[C@H]1N(CCC1)C1=C(C=C(C(=N1)C=1OC(=NN1)C(CCC=C)(C(F)(F)F)OCC1=CC=CC=C1)[N+](=O)[O-])Br